C(C)(C)NS(=O)(=O)C1=CC=C(C=C1)NC([C@@H](C)N1CCNCC1)=O (R)-N-(4-(N-isopropylsulfamoyl)phenyl)-2-(piperazin-1-yl)propanamide